CN(CCCCOC=1C(=CC2=C(N=C(S2)CNC(=O)C2(CC3=CC=CC=C3C2)CC(=O)O)C1)OC)C 2-(2-(((5-(4-(dimethylamino)butoxy)-6-methoxybenzo[d]thiazol-2-yl)methyl)carbamoyl)-2,3-dihydro-1H-inden-2-yl)acetic acid